tert-butyl N-[[3-amino-5-[4-[2-(2-chloro-5-fluoro-pyrimidin-4-yl)-5-fluoro-phenoxy]butoxy]phenyl]methyl-methyl-oxo-λ6-sulfanylidene]carbamate NC=1C=C(C=C(C1)OCCCCOC1=C(C=CC(=C1)F)C1=NC(=NC=C1F)Cl)CS(=NC(OC(C)(C)C)=O)(=O)C